rac-N-(6-amino-5-methylpyridin-3-yl)-2-((2R,5S)-2-(4-hydroxyphenyl)-5-methylpiperidin-1-yl)-2-oxoacetamide NC1=C(C=C(C=N1)NC(C(=O)N1[C@H](CC[C@@H](C1)C)C1=CC=C(C=C1)O)=O)C |r|